[Si](C)(C)(C(C)(C)C)O[C@@H](C)C1=CC=C(C=C1)N1[C@H](CCC1)C=1N=CSC1 4-((R)-1-(4-((S)-1-((tert-butyldimethylsilyl)oxy)ethyl)phenyl)pyrrolidin-2-yl)thiazol